BrC(C(=O)OC(C(CCCCC)Br)=O)CCCCC bromoenanthic anhydride